NC1=CC=CC(=N1)S(=O)(=O)NC(=O)C=1C(=NC(=CC1)C=1C=NC(=CC1)OC(C)C)N1CC(CCC1)C#C N-[(6-Amino-2-pyridyl)sulfonyl]-2-(3-ethynyl-1-piperidyl)-6-(6-isopropoxy-3-pyridyl)pyridin-3-carboxamid